CN(C=C(C(C1=CC=CC=C1)=O)N1C(C2=CC=CC=C2C1=O)=O)C 2-[1-(dimethylamino)-3-oxo-3-phenylprop-1-en-2-yl]-2,3-dihydro-1H-isoindole-1,3-dione